1-[4-(difluoromethoxy)phenyl]-3-methyl-N-[3-(oxetan-3-yl)phenyl]-5-oxo-4H-pyrazole-4-carboxamide FC(OC1=CC=C(C=C1)N1N=C(C(C1=O)C(=O)NC1=CC(=CC=C1)C1COC1)C)F